4-(6-Benzyl-3-hydroxy-pyridin-2-yl)-4-oxo-butyric acid ethyl ester C(C)OC(CCC(=O)C1=NC(=CC=C1O)CC1=CC=CC=C1)=O